FC1=CC(=CC2=C1N=C(O2)C)C=2C=C1C(NC(=NC1=CC2)C2CCN(CC2)C(=O)OC(C)(C)C)=O tert-Butyl 4-[6-(4-fluoro-2-methyl-1,3-benzoxazol-6-yl)-4-oxo-3,4-dihydroquinazolin-2-yl]piperidine-1-carboxylate